ClC=1C=C(C=CC1C)[C@@H]1N(C[C@H](CC1)C)C(C(=O)NC=1C=C(C=NC1)C(=O)N)=O 5-[[2-[(2R,5S)-2-(3-chloro-4-methyl-phenyl)-5-methyl-1-piperidyl]-2-oxo-acetyl]amino]pyridine-3-carboxamide